2,5-dimethyl-terephthaloyl dichloride CC1=C(C(=O)Cl)C=C(C(=C1)C(=O)Cl)C